Acryloyloxyethyl-hexahydrophthalimide C(C=C)(=O)OCCC12C(=O)NC(C1CCCC2)=O